[N-]=C=O.[N-]=C=O.OC1=CC=C(C=C1)C(C)(C)C1=CC=C(C=C1)O bisphenol A diisocyanate